N-(1-cyclopropylpiperidine-4-yl)-6-methoxy-2-(pyrrolidine-1-yl)-7-(4-(pyrrolidine-1-yl)but-1-yn-1-yl)quinazolin-4-amine C1(CC1)N1CCC(CC1)NC1=NC(=NC2=CC(=C(C=C12)OC)C#CCCN1CCCC1)N1CCCC1